3-(1-oxo-4-((8-(pyridin-4-ylamino)octyl)thio)isoindolin-2-yl)piperidine-2,6-dione O=C1N(CC2=C(C=CC=C12)SCCCCCCCCNC1=CC=NC=C1)C1C(NC(CC1)=O)=O